CC=1C=C(C=C(C1O)C)C1=CC(=C(C(=C1)C)O)C 3,3',5,5'-tetramethylbiphenyl-4,4'-diol